(3S)-3-{4-[7-(aminocarbonyl)-2H-indazol-2-yl]phenyl}piperidinium 4-methylbenzenesulfonate monohydrate O.CC1=CC=C(C=C1)S(=O)(=O)[O-].NC(=O)C1=CC=CC2=CN(N=C12)C1=CC=C(C=C1)[C@H]1C[NH2+]CCC1